tert-butyl (2-amino-1-(4-(N-hydroxycarbamimidoyl)thiophen-2-yl)-2-oxoethyl)carbamate NC(C(C=1SC=C(C1)C(NO)=N)NC(OC(C)(C)C)=O)=O